8-bromodibenzo[b,f]oxepine-2-carbaldehyde BrC=1C=CC2=C(C=CC3=C(O2)C=CC(=C3)C=O)C1